(1R,9R)-6-(1H-indol-7-yl)-10,10-dimethyl-4-(2-(2-propenoyl)-2,6-diazaspiro[3.4]octan-6-yl)-3-azatricyclo[7.1.1.02,7]undeca-2,4,6-triene-5-carbonitrile N1C=CC2=CC=CC(=C12)C=1C(=C(N=C2[C@H]3C([C@@H](CC12)C3)(C)C)N3CC1(CN(C1)C(C=C)=O)CC3)C#N